1-(2-{4-[methyl-(2-pyrrolidinyl-1-ethyl)-amino]-anilino}-pyrimidin-4-yl)-1H-indole-3-carboxamide CN(C1=CC=C(NC2=NC=CC(=N2)N2C=C(C3=CC=CC=C23)C(=O)N)C=C1)CCN1CCCC1